2,6-DIFLUOROPYRIDINE-3-CARBOXALDEHYDE FC1=NC(=CC=C1C=O)F